C(C(O)C)(=O)OCCCCCCCC\C=C/CCCCCCCC oleyl lactate